N-(3-carbamoylphenyl)-3-(3,4-difluoro-2-methoxy-phenoxy)-5-methyl-6-(trifluoromethyl)pyridazine-4-carboxamide C(N)(=O)C=1C=C(C=CC1)NC(=O)C1=C(N=NC(=C1C)C(F)(F)F)OC1=C(C(=C(C=C1)F)F)OC